11-(4-tert-butylphenoxy)-undecan-1-ol C(C)(C)(C)C1=CC=C(OCCCCCCCCCCCO)C=C1